O=C1N(C(C2=CC=CC=C12)=O)C1CCC=2C=[N+](C(=CC21)C)[O-] 5-(1,3-dioxoisoindolin-2-yl)-3-methyl-6,7-dihydro-5H-cyclopenta[c]pyridine 2-oxide